2,4-dibromo-1-methylbenzene BrC1=C(C=CC(=C1)Br)C